(Sa)-6-(4-chloro-1-(4-morpholinobenzyl)-1H-indole-7-carboxamido)spiro[3.3]heptane ClC1=C2C=CN(C2=C(C=C1)C(=O)NC1CC2(CCC2)C1)CC1=CC=C(C=C1)N1CCOCC1